t-Butyl [2,3'-bithiophene]-4'-ylcarbamate S1C(=CC=C1)C1=CSC=C1NC(OC(C)(C)C)=O